2-((5-(1-methyl-1H-pyrazol-4-yl)-1H-[1,2,3]triazolo[4,5-b]pyrazin-1-yl)methyl)morpholine CN1N=CC(=C1)C=1N=C2C(=NC1)N(N=N2)CC2CNCCO2